ClC1=NC=CC(=N1)C1=C(N=C(S1)C1(CCN(CC1)C(=O)OC(C)(C)C)C)C1=C(C(=CC=C1)NS(=O)(=O)CCC)F tert-butyl 4-(5-(2-chloropyrimidin-4-yl)-4-(2-fluoro-3-(propylsulfonamido)phenyl)thiazol-2-yl)-4-methylpiperidine-1-carboxylate